C(C1=CC=CC=C1)OC(C(N)(CCCCNC(=O)OC1=CC=C(C=C1)[N+](=O)[O-])C(=O)OCC1=CC=CC=C1)=O 2-((benzyloxy)carbonyl)-N6-((4-nitrophenoxy)carbonyl)-L-lysine benzyl ester